(S,E)-methyl 7-(1-(2-(3,5,7-trimethyl-1-adamantylamino)-2-oxoethyl)-2-oxo-1,2-dihydropyridin-3-ylamino)-6-(4-methyl-1,2,3-thiadiazole-5-carboxamido)-7-oxohept-2-enoate CC12CC3(CC(CC(C1)(C3)C)(C2)C)NC(CN2C(C(=CC=C2)NC([C@H](CC/C=C/C(=O)OC)NC(=O)C2=C(N=NS2)C)=O)=O)=O